(3R)-1-(4-{[4-(3,3-difluoropyrrolidin-1-yl)-5-(trifluoromethyl)pyrimidin-2-yl]amino}phenyl)piperidin-3-ol FC1(CN(CC1)C1=NC(=NC=C1C(F)(F)F)NC1=CC=C(C=C1)N1C[C@@H](CCC1)O)F